2-(6-(1-((1R,2S,3R,5S)-2-fluoro-8-azabicyclo[3.2.1]octan-3-yl)vinyl)-1,2,4-triazin-3-yl)-5-(1H-imidazol-1-yl)phenol F[C@@H]1[C@H]2CC[C@@H](C[C@@H]1C(=C)C1=CN=C(N=N1)C1=C(C=C(C=C1)N1C=NC=C1)O)N2